[C@H]1([C@H](O)[C@@H](O)[C@H](O)[C@H](O1)CO)O[C@H]1[C@@H]([C@H]([C@H](O)O[C@@H]1CO)O)O α-D-glucopyranosyl-(1-4)-β-D-glucopyranose